ClC1=CC(=CN=N1)N1N=CC2=CC=C(C=C12)C1(CCCC1)C#N 1-[1-(6-Chlorodiazin-4-yl)indazol-6-yl]cyclopentanecarbonitrile